6-methyl-2,4-di-tert-butylphenol CC1=CC(=CC(=C1O)C(C)(C)C)C(C)(C)C